C(CCCCCCCC)OC(CCCCCCCNCCCO)=O.C(C)OC1CN(C1)C(=O)C1=NN2C([C@@H](N=C(C3=C2C=CC(=C3Cl)Cl)C3=NC=CC=C3F)C)=N1 (3-ethoxyazetidin-1-yl)-[(4S)-7,8-dichloro-6-(3-fluoro-2-pyridinyl)-4-methyl-4H-[1,2,4]triazolo[1,5-a][1,4]benzodiazepine-2-Yl]methanone nonyl-8-((3-hydroxypropyl)amino)octanoate